tert-butyl 5-(2-bromo-5-ethyl-7-oxo-4,7-dihydro-[1,2,4]triazolo[1,5-a]pyrimidin-6-yl)-2,5-diazabicyclo[4.2.0]octane-2-carboxylate BrC1=NN2C(NC(=C(C2=O)N2CCN(C3CCC23)C(=O)OC(C)(C)C)CC)=N1